6-(cyclohex-1-en-1-yl)-4,7-dimethyl-1,3-dihydro-2H-indene-2,2-dicarboxylic acid dimethyl ester COC(=O)C1(CC2=C(C(=CC(=C2C1)C)C1=CCCCC1)C)C(=O)OC